1-(3-chloro-4-(trifluoromethyl)phenyl)-3-(4-fluoro-3-(3-morpholinoquinoxaline-6-carbonyl)phenyl)urea ClC=1C=C(C=CC1C(F)(F)F)NC(=O)NC1=CC(=C(C=C1)F)C(=O)C=1C=C2N=C(C=NC2=CC1)N1CCOCC1